C(C1=CC=CC=C1)N1C(CCC1)(CCC=C)C 1-benzyl-2-methyl-2-(but-3-en-1-yl)pyrrolidine